tert-Butyl (1R,3S,5R)-3-((6-(1,1-difluoroethyl)-3-methylpyridin-2-yl)carbamoyl)-5-methyl-2-azabicyclo[3.1.0]hexane-2-carboxylate FC(C)(F)C1=CC=C(C(=N1)NC(=O)[C@H]1N([C@@H]2C[C@@]2(C1)C)C(=O)OC(C)(C)C)C